(3-(methoxymethyl)azetidin-1-yl)methanone COCC1CN(C1)C=O